Cobalt(II) aluminum oxide [O-2].[Al].[Co+2]